3-cyclobutylmethoxybenzenesulfonyl chloride C1(CCC1)COC=1C=C(C=CC1)S(=O)(=O)Cl